2-Bromoethyl-heptadec-9-yl phosphate P(=O)(OC(CCCCCCCCCCBr)CCCCCCCC)([O-])[O-]